FC([C@]1(OCC1)[C@]1(CN(CC1)CC=1SC=C(N1)C(F)(F)F)CCC1=CC=C(C#N)C=C1)(F)F |o1:2| 4-(2-((R)-3-((R or S)-2-(trifluoromethyl)oxetan-2-yl)-1-((4-(trifluoromethyl)thiazol-2-yl)methyl)pyrrolidin-3-yl)ethyl)benzonitrile